5-(4-methoxybenzyl)-1-(1-(4-methoxybenzyl)-1H-indazol-6-yl)-7-phenyl-5-azaspiro[2.4]heptan-4-one COC1=CC=C(CN2C(C3(CC3C3=CC=C4C=NN(C4=C3)CC3=CC=C(C=C3)OC)C(C2)C2=CC=CC=C2)=O)C=C1